NC1=NNC2=C(C=C(C=C12)C1=CC(=NC=C1)NC(CC(C)C)=O)Br N-(4-(3-amino-7-bromo-1H-indazol-5-yl)pyridin-2-yl)-3-methylbutanamide